6-chloro-N-(2-chlorophenyl)nicotinamide ClC1=NC=C(C(=O)NC2=C(C=CC=C2)Cl)C=C1